(S)-5-((8-(1-(2-methoxyethyl)-1H-pyrazol-4-yl)-1-methyl-1H-pyrazolo[3,4-d]pyrrolo[1,2-b]pyridazin-3-yl)amino)-6-methyl-N-(2-(2-methylpyrrolidin-1-yl)ethyl)nicotinamide COCCN1N=CC(=C1)C=1C=C2N(N=CC3=C2N(N=C3NC=3C(=NC=C(C(=O)NCCN2[C@H](CCC2)C)C3)C)C)C1